4-methyl-5-(4,4,5,5-tetramethyl-1,3,2-dioxaborolan-2-yl)thiazole CC=1N=CSC1B1OC(C(O1)(C)C)(C)C